S1C(=CC=C1)SC=O 2-thienylformyl sulfide